phenanthrolinedisulfonic acid disodium salt hydrate O.[Na+].[Na+].N1=C(C(=CC2=CC=C3C=CC=NC3=C12)S(=O)(=O)[O-])S(=O)(=O)[O-]